C1(=C(C=CC=C1)OCC(=O)O)OCC(=O)O phenylenedi(oxyacetic acid)